NC1=NNC=2C1=NC(=CC2)C2=C(C=C(C=C2)S(=O)(=O)NC2CC(C2)O)C 4-(3-amino-1H-pyrazolo[4,3-b]pyridin-5-yl)-N-((1s,3s)-3-hydroxycyclobutyl)-3-methylbenzenesulfonamide